(S)-N-((4-chlorophenyl)(5-fluoro-2-(methoxymethoxy)phenyl)methyl)-2-methylpropane-2-sulfinamide ClC1=CC=C(C=C1)C(N[S@@](=O)C(C)(C)C)C1=C(C=CC(=C1)F)OCOC